C(CCC(=O)OCCCO)(=O)OC methyl (3-hydroxypropyl) succinate